FC1(CC(CCC1)NC1=C(C=C(C=C1)S(=O)(=O)NC)C=1N=NN(N1)C)F 4-((3,3-difluorocyclohexyl)amino)-N-methyl-3-(2-methyl-2H-tetrazol-5-yl)benzenesulfonamide